(R)-N-[4-(1,4,5,6-tetrahydro-6-oxo-3-pyridazinyl)phenyl]acetamide O=C1CCC(=NN1)C1=CC=C(C=C1)NC(C)=O